1-(7-Amino-2'-(((2R,7aS)-2-fluorotetrahydro-1H-pyrrolizin-7a(5H)-yl)methoxy)-3,4,5',8'-tetrahydro-2H-spiro[naphthalene-1,7'-pyrano[4,3-d]pyrimidin]-4'-yl)azepane-4-carbonitrile NC1=CC=C2CCCC3(CC=4N=C(N=C(C4CO3)N3CCC(CCC3)C#N)OC[C@]34CCCN4C[C@@H](C3)F)C2=C1